4,6-dimethyloctadecyl nonyloxymethyl ether C(CCCCCCCC)OCOCCCC(CC(CCCCCCCCCCCC)C)C